[OH-].C(C(=C)C)(=O)NC(CC(CC[NH+](C)C)(C)S(=O)(=O)O)C 3-[(2-methacrylamido)propyl]dimethyl-3-sulfobutyl-ammonium hydroxide salt